N1N=NC(=C1)C1CN(CC1)C(=O)OC(C)(C)C tert-Butyl 3-(1H-1,2,3-triazol-4-yl)pyrrolidin-1-carboxylate